O1C(OCC1)CCO 2-(1,3-dioxolan-2-yl)ethane-1-ol